9-((3-Amino-6-chloropyridazin-4-yl)ethynyl)-3-azaspiro[5.5]undecane-3-carboxylic acid tert-butyl ester C(C)(C)(C)OC(=O)N1CCC2(CC1)CCC(CC2)C#CC2=C(N=NC(=C2)Cl)N